CC=1C(N(C2=CC=C(C=C2C1)B(O)O)COCC[Si](C)(C)C)=O [3-methyl-2-oxo-1-(2-trimethylsilylethoxymethyl)-6-quinolyl]boronic acid